2-[(4-{[2-(Dimethylamino)ethyl](methyl)amino}-3-(1-methylpyrazol-4-yl)phenyl)amino]-5-ethynyl-8-methylpyrido[2,3-d]pyrimidin-7-one CN(CCN(C1=C(C=C(C=C1)NC=1N=CC2=C(N1)N(C(C=C2C#C)=O)C)C=2C=NN(C2)C)C)C